C(C)(C)N1N=C(C(=C1C)O)C1=CC(=CC(=C1)Cl)Cl 1-isopropyl-3-(3,5-dichlorophenyl)-5-methyl-pyrazole-4-ol